(1RS)-1-(6-methoxynaphthalen-2-yl)ethanol COC=1C=C2C=CC(=CC2=CC1)[C@@H](C)O |r|